(R)-1-phenyl-3-(o-bromophenyl)propan-1-ol C1(=CC=CC=C1)[C@@H](CCC1=C(C=CC=C1)Br)O